BrC1=C(C=C(C=C1)F)S(=O)(=O)O 2-bromo-5-fluorobenzenesulfonic acid